methyl (2S)-4-[(6-methoxy-3-pyridyl)methyl]-5-oxo-pyrrolidine-1,2-dicarboxylate COC1=CC=C(C=N1)CC1C[C@H](N(C1=O)C(=O)OC)C(=O)[O-]